Cl.CC1(N(CCNC1)C(C)=O)C 1-(2,2-dimethylpiperazin-1-yl)ethan-1-one hydrochloride